IC1=NN(C(=C1CN(C[C@@H](C)O)C(C)C)C)C (2R)-1-[(3-iodo-1,5-dimethyl-pyrazol-4-yl)methyl-isopropyl-amino]propan-2-ol